2-(4-methylphenyl)indolizine CC1=CC=C(C=C1)C=1C=C2C=CC=CN2C1